BrC1=CC=2C(N=C1Cl)=C(N(N2)COCC[Si](C)(C)C)N bromo-5-chloro-2-((2-(trimethylsilyl)ethoxy)methyl)-2H-pyrazolo[4,3-b]pyridin-3-amine